C1(CC1)N1CCC(CC1)C=1C=CC(=NC1)NC1=NC=C(C(=N1)C=1C=C2C(=CC=NC2=C(C1)F)C(C)(C)O)F 2-(6-(2-((5-(1-cyclopropylpiperidin-4-yl)pyridin-2-yl)amino)-5-fluoropyrimidin-4-yl)-8-fluoroquinolin-4-yl)propan-2-ol